C(C)[C@@H]1N(C[C@H](N(C1)C(C1=NC(=CC=C1)C(F)(F)F)C1=CC=C(C=C1)F)C)C=1C2=C(N(C(N1)=O)C)C=CC(=N2)C#N 4-((2s,5r)-2-ethyl-4-((4-fluorophenyl)(6-(trifluoromethyl)pyridin-2-yl)methyl)-5-methylpiperazin-1-yl)-1-methyl-2-oxo-1,2-dihydropyrido[3,2-d]pyrimidine-6-carbonitrile